benzyl ((S)-1-((2S,5S)-5-azido-6-oxotetrahydro-2H-pyran-2-yl)-2-(benzyloxy)ethyl)(benzyl)carbamate N(=[N+]=[N-])[C@H]1CC[C@H](OC1=O)[C@H](COCC1=CC=CC=C1)N(C(OCC1=CC=CC=C1)=O)CC1=CC=CC=C1